CC(C)(CC(C(C)C)=O)C=C 2,5-dimethyl-2-vinyl-4-hexanal